CN1C(=CC(=C1C)C(N(C1=CC=CC=C1)C)=O)C=1C=C2CCN(CC2=CC1C(=O)N1CC2=CC=CC=C2C[C@H]1CN1CCOCC1)C(=O)O 6-{1,5-dimethyl-4-[methyl-(phenyl)carbamoyl]-1H-pyrrol-2-yl}-7-{[(3S)-3-(morpholin-4-ylmethyl)-3,4-dihydroisoquinolin-2(1H)-yl]carbonyl}-3,4-dihydroisoquinoline-2(1H)-carboxylic acid